(±)-trans-N-[3-(4-Cyanophenoxy)phenyl]-4-phenylpyrrolidine-3-carboxamide hydrochloride Cl.C(#N)C1=CC=C(OC=2C=C(C=CC2)NC(=O)[C@@H]2CNC[C@H]2C2=CC=CC=C2)C=C1 |r|